1-benzyl-3-methylpiperidin-4-one C(C1=CC=CC=C1)N1CC(C(CC1)=O)C